3-(3-bromophenyl)-3-(nitromethyl)oxetane BrC=1C=C(C=CC1)C1(COC1)C[N+](=O)[O-]